[(dimethylsilyl)oxy]dimethylsilane 2-phenylethyl-(E)-3-phenylprop-2-enoate Phenylethyl-Cinnamate C1(=CC=CC=C1)CCOC(C=CC1=CC=CC=C1)=O.C1(=CC=CC=C1)CCOC(\C=C\C1=CC=CC=C1)=O.C[SiH](O[SiH](C)C)C